tert-butyl-6-(2-chloro-3-(2,4-dioxotetrahydropyrimidin-1(2H)-yl)phenyl)-2-azaspiro[3.3]heptane-2-carboxylate C(C)(C)(C)OC(=O)N1CC2(C1)CC(C2)C2=C(C(=CC=C2)N2C(NC(CC2)=O)=O)Cl